(3S)-1-[2-(5-chloro-2-methoxyphenyl)ethyl]-3-[(4-methylsulfonylphenoxy)methyl]Piperazine ClC=1C=CC(=C(C1)CCN1C[C@H](NCC1)COC1=CC=C(C=C1)S(=O)(=O)C)OC